N(=[N+]=[N-])C=1C=C(C=CC1)C=1N=CN(C1C1=CC=NC=C1)CCCNC(C1=CC=C(C=C1)I)=O N-{3-[4-(3-Azido-phenyl)-5-pyridin-4-yl-imidazol-1-yl]-propyl}-4-iodo-benzamide